(3-(phenanthren-2-yl)phenyl)boronic acid C1=C(C=CC=2C3=CC=CC=C3C=CC12)C=1C=C(C=CC1)B(O)O